N1(CCCCC1)CCNC(=N)N 1-(2-(piperidin-1-yl)ethyl)guanidine